ClC1=C(C(=O)N[C@H](C(=O)OC)CC2=CC=C(C3=C2CC(O3)(C)C)B3OC(C(O3)(C)C)(C)C)C(=CC=C1)Cl methyl (S)-2-(2,6-dichlorobenzamido)-3-(2,2-dimethyl-7-(4,4,5,5-tetramethyl-1,3,2-dioxaborolan-2-yl)-2,3-dihydrobenzofuran-4-yl)propanoate